Dimethyl 5-(2-ethylbutoxy)isophthalate C(C)C(COC=1C=C(C=C(C(=O)OC)C1)C(=O)OC)CC